N-(4-((4-(trifluoromethyl)phenethyl)amino)phenyl)heptanamide FC(C1=CC=C(CCNC2=CC=C(C=C2)NC(CCCCCC)=O)C=C1)(F)F